2-Methyl-3-Chloromethyl-1,4-Dimethoxynaphthalene CC1=C(C2=CC=CC=C2C(=C1CCl)OC)OC